CC1(C(C(NC1)=O)NC1=NC=2C(=CC=CC2C=2N1N=C(N2)C=2C=NN(C2)C)C(F)(F)F)C (-)-4,4-dimethyl-3-{[2-(1-methyl-1H-pyrazol-4-yl)-7-(trifluoromethyl)[1,2,4]triazolo[1,5-c]quinazolin-5-yl]amino}pyrrolidin-2-one